Guanidinium Thiocyanate [S-]C#N.NC(=[NH2+])N